N1C=NC(=C1)C=CC(=O)O 3-imidazol-4-ylacrylic acid